3-nitrophenyl-((2R,6S)-2,6-dimethylmorpholinyl)methanone [N+](=O)([O-])C=1C=C(C=CC1)C(=O)N1C[C@H](O[C@H](C1)C)C